N-(7-oxo-5-(o-tolyl)-6,7-dihydro-5H-pyrrolo[3,4-b]pyridin-4-yl)indoline-1-carboxamide O=C1NC(C=2C1=NC=CC2NC(=O)N2CCC1=CC=CC=C21)C2=C(C=CC=C2)C